4-hexylresorcinole C(CCCCC)C1=C(C=C(O)C=C1)O